[Ni+2].CN(CCNC=C1C(CC(CC1=O)C1=CC=CC=C1)=O)C (2-(((2-(dimethylamino)ethyl)amino)methylene)-5-phenylcyclohexane-1,3-dione) nickel (II)